C1OCC12CN(CC2)CCO[C@H](C)C2=CC=C(C=N2)C2=CC=1C3=C(N=NC1C=C2)N(C(N3C(C)C)=O)C (R)-8-(6-(1-(2-(2-oxa-6-azaspiro[3.4]octan-6-yl)ethoxy)ethyl)pyridin-3-yl)-1-isopropyl-3-methyl-1H-imidazo[4,5-c]cinnolin-2(3H)-one